2-(2-oxabicyclo[2.1.1]hexan-4-yl)-6-isopropoxy-N-(1-((1R,2S)-2-methylcyclopropyl)-2-oxo-1,2-dihydropyridin-3-yl)-2H-pyrazolo[3,4-b]pyridine-5-carboxamide C12OCC(C1)(C2)N2N=C1N=C(C(=CC1=C2)C(=O)NC=2C(N(C=CC2)[C@H]2[C@H](C2)C)=O)OC(C)C